C(C(O)CC(=O)O)(=O)O.C(C(=C)C)(=O)O methacrylic acid malate